C(C)SC=1C(=[N+](C=CC1)[O-])C=1C=C2C=CC(N(C2=CN1)CC(C(F)(F)F)(F)F)=O 6-(3-ethylsulfanyl-1-oxido-pyridin-1-ium-2-yl)-1-(2,2,3,3,3-pentafluoropropyl)-1,7-naphthyridin-2-one